methyl 3-fluoropyrazolo[1,5-a]pyridine-5-carboxylate FC=1C=NN2C1C=C(C=C2)C(=O)OC